2-((4-nitrophenyl)carbamothioyl)hydrazine-1-carboxamide [N+](=O)([O-])C1=CC=C(C=C1)NC(=S)NNC(=O)N